ClC=1C(=C(C=CC1)O)C=1C=C2C=3C=CC=CC3N3C2=C(C1)C1=CC=CC=C13 3-chloro-2-(indolo[3,2,1-jk]carbazol-2-yl)phenol